5-((6-(3,4-difluorophenyl)-5-ethoxypyrazin-2-yl)methyl)pyrimidin FC=1C=C(C=CC1F)C1=C(N=CC(=N1)CC=1C=NC=NC1)OCC